N-(3-((1r,3S)-3-(cyanomethyl)-1-(4-methyl-4H-1,2,4-triazol-3-yl)cyclobutyl)phenyl)-7-methyl-4-(((S)-3-methylpiperidin-1-yl)methyl)-6,7-dihydro-5H-cyclopenta[b]pyridine-2-carboxamide C(#N)CC1CC(C1)(C1=NN=CN1C)C=1C=C(C=CC1)NC(=O)C1=CC(=C2C(=N1)C(CC2)C)CN2C[C@H](CCC2)C